C1NCC12CCCC2 2-AZASPIRO[3.4]OCTAN